(1H-Benzotriazol-1-yloxy)tris(pyrrolidin-1-yl)phosphonium hexafluorophosphate F[P-](F)(F)(F)(F)F.N1(N=NC2=C1C=CC=C2)O[P+](N2CCCC2)(N2CCCC2)N2CCCC2